C1(=CC=CC=C1)C12CC(C1)(C2)C2=CC=CC=C2 1-phenyl-3-phenylbicyclo[1.1.1]pentane